diethyl (4-((8-methoxy-5H-pyrido[3,2-b]indol-5-yl)methyl)phenyl)phosphonate COC1=CC=2C3=C(N(C2C=C1)CC1=CC=C(C=C1)P(OCC)(OCC)=O)C=CC=N3